γ-(4-propargyloxybenzyl)-L-glutamic acid C(C#C)OC1=CC=C(CC(C[C@H](N)C(=O)O)C(=O)O)C=C1